ClC1=NC(=NC(=N1)C=1C=CC=2C(C3=CC=CC=C3C2C1)(C)C)N1C2=CC=CC=C2C=2C=C(C=CC12)C#N 9-(4-chloro-6-(9,9-dimethyl-9H-fluoren-3-yl)-1,3,5-triazin-2-yl)-9H-carbazole-3-carbonitrile